FC=1C=C(NC2(NC=C(C=N2)C=2OC(=NN2)C(C)C)N[C@H](CO)C2=CC=CC=C2)C=CC1S(=O)(=O)C (2S)-2-[[2-(3-fluoro-4-methylsulfonyl-anilino)-5-(5-isopropyl-1,3,4-oxadiazol-2-yl)pyrimidin-2-yl]amino]-2-phenyl-ethanol